C(C)(C)(C)OC([C@@H](CC1=CC(=CC(=C1)C)CNC(=O)OC(C)(C)C)[C@@H]1CN(CC1)C(=O)OC(C)(C)C)=O tert-Butyl (3R)-3-[(1S)-2-tert-butoxy-1-[[3-[(tert-butoxycarbonylamino)methyl]-5-methyl-phenyl]methyl]-2-oxo-ethyl]pyrrolidine-1-carboxylate